3,5-dinitro-N4,N4-dipropylsulfanilamide [N+](=O)([O-])C=1C=C(S(=O)(=O)N)C=C(C1N(CCC)CCC)[N+](=O)[O-]